N1(N=NN=C1)C[C@H](C)OC=1C=C(C=CC1Cl)C=1C=NC(=NC1)NC=1C(=NN(C1)C1CCC(CC1)N1CCOCC1)OCCC1(CCC1)O 1-(2-((4-((5-(3-(((S)-1-(1H-tetrazol-1-yl)propan-2-yl)oxy)-4-chlorophenyl)pyrimidin-2-yl)amino)-1-((1r,4r)-4-morpholinocyclohexyl)-1H-pyrazol-3-yl)oxy)ethyl)cyclobutan-1-ol